ClC=1C=C(C=C(C1)NS(=O)(=O)C)NC(=O)C=1SC(=C(C1)C1=NC=CC=C1)COC N-(3-chloro-5-(methylsulfonamido)phenyl)-5-(methoxymethyl)-4-(pyridin-2-yl)thiophene-2-carboxamide